S(=O)(=O)=C1C=CC2=CC=CC=C12 sulfonyl-indene